4,4'-([1,1'-biphenyl]-4,4'-disulfonyl)bis(4-methylpentan-2-one) C1(=CC=C(C=C1)S(=O)(=O)C(CC(C)=O)(C)C)C1=CC=C(C=C1)S(=O)(=O)C(CC(C)=O)(C)C